N-((1r,4r)-4-(3-Chloro-4-cyanophenoxy)cyclohexyl)-4-(5-(9-(4-(2,4-dioxotetrahydropyrimidin-1(2H)-yl)-1-isopropyl-1H-indole-6-carbonyl)-2,9-diazaspiro[5.5]undecan-2-yl)pentyl)benzamide ClC=1C=C(OC2CCC(CC2)NC(C2=CC=C(C=C2)CCCCCN2CC3(CCC2)CCN(CC3)C(=O)C3=CC(=C2C=CN(C2=C3)C(C)C)N3C(NC(CC3)=O)=O)=O)C=CC1C#N